2-benzyloxy-3-(1,2,3,6-tetrahydropyridin-5-yl)pyridine C(C1=CC=CC=C1)OC1=NC=CC=C1C1=CCCNC1